Di(cyclopentylmethyl)dimethylammonium C1(CCCC1)C[N+](C)(C)CC1CCCC1